ClC1=CC=CC=2[C@H]3N(C[C@@H](OC21)C3)C(C(C(F)F)(C)C)=O 1-[(2S,5S)-9-chloro-2,3-dihydro-2,5-methano-1,4-benzoxazepin-4(5H)-yl]-3,3-difluoro-2,2-dimethylpropan-1-one